CC(C=O)CC1=CC=C(C=C1)C(C)C methyl-3-(p-isopropylphenyl)-propanal